CN1C=NC=2C(NC=3C=CC=CC3C21)=O 1-methyl-1,5-dihydro-4H-imidazo[4,5-c]quinolin-4-one